2-((2,6-diethoxy-4'-fluoro-[1,1'-biphenyl]-4-yl)methyl)-2-azaspiro[3.3]heptane C(C)OC1=C(C(=CC(=C1)CN1CC2(C1)CCC2)OCC)C2=CC=C(C=C2)F